ClC=1C=2N(C=CC1C1=CC3=C(N(CCO3)C3=NC=CC=N3)C=C1)C(=NN2)CC2CC2 7-[8-chloro-3-(cyclopropylmethyl)-1,2,4-triazolo[4,3-a]pyridin-7-yl]-3,4-dihydro-4-(2-pyrimidinyl)-2H-1,4-benzoxazine